2,8-dibenzyl-6-(2-fluorophenyl)imidazo[1,2-a]pyrazin-3(7H)-one C(C1=CC=CC=C1)C1=NC=2N(C=C(NC2CC2=CC=CC=C2)C2=C(C=CC=C2)F)C1=O